C(N)(=O)C1=C(C(=NN1)N(C1CCN(CC1)C(=O)OC(C)(C)C)CC=C)[N+](=O)[O-] tert-butyl 4-[(5-carbamoyl-4-nitro-1H-pyrazol-3-yl)(prop-2-en-1-yl)amino]piperidine-1-carboxylate